methyl ((R)-2-((4-chloro-2',3',4',5',6,6'-hexafluoro-[1,1'-biphenyl]-3-yl)oxy)propanoyl)-L-prolinate ClC1=C(C=C(C(=C1)F)C1=C(C(=C(C(=C1F)F)F)F)F)O[C@@H](C(=O)N1[C@@H](CCC1)C(=O)OC)C